C(C)(=O)C1=CC=C(C=C1)C1=NC2=C3C(=CC=C2C(C1)=O)C=CC=C3 2-(4-acetylphenyl)-4H-benzoquinolin-4-one